(S)-6-(3,3-difluoro-4-((1-(2,2,2-trifluoroethyl)-1H-[1,2,3]triazolo[4,5-c]pyridin-6-yl)oxy)pyrrolidin-1-yl)-2-methyl-[4,5'-bipyrimidine]-2',4'(1'H,3'H)-dione FC1(CN(C[C@@H]1OC1=CC2=C(C=N1)N=NN2CC(F)(F)F)C2=CC(=NC(=N2)C)C=2C(NC(NC2)=O)=O)F